bis-(hydroxymethyl)-tricyclo[5.2.1.02,6]decane-methacrylate OCC(=C(C(=O)[O-])CC12C3CCCC3C(CC1)C2)CO